Methyl 3-(((7-bromo-2,3-dihydrofuro[3,2-c]pyridin-4-yl)amino)methyl)benzoate BrC=1C2=C(C(=NC1)NCC=1C=C(C(=O)OC)C=CC1)CCO2